CC=1NC(=CC1)C1=CC(=CC=C1)[N+](=O)[O-] 2-methyl-5-(3-nitrophenyl)-1H-pyrrole